C(C1=CC=CC=C1)O[C@H]1[C@H](N(C[C@@H]1OCC1=CC=CC=C1)C(=O)OCC1=CC=CC=C1)CC1=CC=C(C=C1)[N+](=O)[O-] benzyl (2R,3S,4S)-3,4-bis(benzyloxy)-2-[(4-nitrophenyl)methyl]pyrrolidine-1-carboxylate